N-[2-(3,3-difluoropyrrolidin-1-yl)-4-(2-fluoro-phenyl)-3-pyridyl]-4-(6-fluoro-1,2-benzoxazol-3-yl)piperidine-1-carboxamide FC1(CN(CC1)C1=NC=CC(=C1NC(=O)N1CCC(CC1)C1=NOC2=C1C=CC(=C2)F)C2=C(C=CC=C2)F)F